1-{(2E)-3-[1-(2-hydroxy-2-methylpropyl)piperidin-4-yl]prop-2-enoyl}-5,6-dihydropyridin-2(1H)-one OC(CN1CCC(CC1)/C=C/C(=O)N1C(C=CCC1)=O)(C)C